chloro-5-fluoro-2-hydroxy-4'-(3-methyl-2-oxo-2,3-dihydro-1H-imidazol-1-yl)-[1,1'-biphenyl] ClC=1C(=C(C=C(C1)F)C1=CC=C(C=C1)N1C(N(C=C1)C)=O)O